C(#N)C=1C=C(C=C2CC(CC12)(CN1CCC2(CN(C(O2)=O)C2=NC3=C(OCC(N3)=O)N=C2)CC1)O)NC([C@@H](C)N(C)C)=O (2R)-N-[7-cyano-2-hydroxy-2-[[2-oxo-3-(3-oxo-4H-pyrazino[2,3-b][1,4]oxazin-6-yl)-1-oxa-3,8-diazaspiro[4.5]decan-8-yl]methyl]indan-5-yl]-2-(dimethylamino)propionamide